N[C@H]1CN(CCN(C1)C=1C2=C(N=C(N1)OCC1(CC1)CN1CCOCC1)C(=C(N=C2)C2=CC(=CC1=CC=C(C(=C21)C#C)F)O)F)C 4-{4-[(6S)-6-amino-4-methyl-1,4-diazepan-1-yl]-8-fluoro-2-{[1-(morpholin-4-ylmethyl)cyclopropyl]methoxy}pyrido[4,3-d]pyrimidin-7-yl}-5-ethynyl-6-fluoronaphthalen-2-ol